BrC1=CC2=C(C(=N1)NC=1C=CC(=C(C(=O)N[C@@H](CF)C)C1)C)N(C=N2)C(C)C (R)-5-((6-bromo-3-isopropyl-3H-imidazo[4,5-c]pyridin-4-yl)amino)-N-(1-fluoroprop-2-yl)-2-methylbenzamide